N-benzyl-1-(3-chlorobenzyl)-7-isobutyl-4-oxooctahydro-6H-3,6-methanopyrrolo[3,2-c]pyridine-6-carboxamide C(C1=CC=CC=C1)NC(=O)C12C(C3C(C(N1)=O)C(CN3CC3=CC(=CC=C3)Cl)C2)CC(C)C